1-{3-[2-(trifluoromethyl)[1,1'-biphenyl]-4-yl]prop-2-ynoyl}piperidine-4-carboxamide FC(C1=C(C=CC(=C1)C#CC(=O)N1CCC(CC1)C(=O)N)C1=CC=CC=C1)(F)F